C(C)N1N=C(C(=C1CC)O)C(C)C 1,5-Diethyl-4-hydroxy-3-isopropyl-pyrazol